15-{4-[1-(5-chloro-1H-1,3-benzodiazol-2-yl)-4-[2-(4-fluorophenyl)ethyl]-5-hydroxy-1H-pyrazol-3-yl]phenyl}-3,6,9,12-tetraoxapentadecanoic acid ClC1=CC2=C(NC(=N2)N2N=C(C(=C2O)CCC2=CC=C(C=C2)F)C2=CC=C(C=C2)CCCOCCOCCOCCOCC(=O)O)C=C1